tert-butyl (1-(2-(((benzyloxy)carbonyl)amino)ethyl)-2,5-dioxopyrrolidin-3-yl)carbamate C(C1=CC=CC=C1)OC(=O)NCCN1C(C(CC1=O)NC(OC(C)(C)C)=O)=O